N-(5-(N-(2,6-dimethylphenyl)sulfamoyl)-6-methoxypyridin-3-yl)-1-methyl-1H-benzo[d]imidazole-7-carboxamide CC1=C(C(=CC=C1)C)NS(=O)(=O)C=1C=C(C=NC1OC)NC(=O)C1=CC=CC2=C1N(C=N2)C